C(C)(C)(C)C1=NNC(=C1)NC(NC1=CC=C(C=C1)N1C=NC2=C1C=CC(=C2)OCCCCC(=O)NC2=C1CN(C(C1=CC=C2)=O)C2C(NC(CC2)=O)=O)=O 5-((1-(4-(3-(3-(tert-butyl)-1H-pyrazol-5-yl)ureido)phenyl)-1H-benzo[d]imidazol-5-yl)oxy)-N-(2-(2,6-dioxopiperidin-3-yl)-1-oxoisoindol-4-yl)pentanamide